ClC1=C(C=C(OCC(=O)N[C@@H]2CC[C@H](NC2)C(=O)NC2=CC(=CC=C2)C(F)(F)F)C=C1)F (2s,5r)-5-[2-(4-chloro-3-fluorophenoxy)acetamido]-N-[3-(trifluoromethyl)phenyl]piperidine-2-carboxamide